OCC=1C(=CN2C1C1=CC=CC=C1C=N2)CO 1,2-bis(hydroxymethyl)pyrrolo[2,1-a]-phthalazine